4-chloro-2,3-dihydro-1H-phenalen-1-one ClC1=C2CCC(C=3C=CC=C(C=C1)C32)=O